NC1=NC(=C(C(=N1)N[C@H](CCO)CCC)CC1=C(C=C(CN(CC(=O)OCC)CC(F)(F)F)C=C1)OC)C (S)-ethyl 2-((4-((2-amino-4-(1-hydroxyhexan-3-ylamino)-6-methylpyrimidin-5-yl)methyl)-3-methoxybenzyl)(2,2,2-trifluoroethyl)amino)acetate